[Si](C)(C)(C(C)(C)C)OCC[C@@H](O)C1=NN(C(=C1C=1C(=CC=C2C(=C(NC12)C(=O)OCC)CCCOC1=CC=CC2=CC=CC=C12)Cl)C)C |r| (rac)-ethyl 7-{3-[3-{[tert-butyl(dimethyl)silyl]oxy}-1-hydroxypropyl]-1,5-dimethyl-1H-pyrazol-4-yl}-6-chloro-3-{3-[(naphthalen-1-yl)oxy]propyl}-1H-indole-2-carboxylate